C(C)OC1(CCOCC1)C1=CSC2=C1N=C(N=C2N2[C@@H](COCC2)C)C2=C1C(=NC=C2)NC=C1 (R)-4-(7-(4-ethoxytetrahydro-2H-pyran-4-yl)-2-(1H-pyrrolo[2,3-b]pyridin-4-yl)thieno[3,2-d]pyrimidin-4-yl)-3-methylmorpholine